C1(CCCC1)N1C(=CC2=C1N=C(N=C2)NC2=NC=C(C=C2)C(NC)=O)C(=O)N(C)C 7-cyclopentyl-N,N-dimethyl-2-((5-(methylcarbamoyl)pyridin-2-yl)amino)-7H-pyrrolo[2,3-d]pyrimidine-6-carboxamide